C(C)NCCC[Si](OCC)(OCC)OCC N-(ethyl)-γ-aminopropyltriethoxysilane